C1(CCCC1)N1N=CC=C1C1=NC=CC=C1COC1=CN=C(C=C1C=O)OC 5-((2-(1-cyclopentyl-1H-pyrazol-5-yl)pyridin-3-yl)methoxy)-2-methoxyisonicotinaldehyde